4-(3-chloro-2-fluoro-anilino)-6-nitro-quinazolin-7-ol ClC=1C(=C(NC2=NC=NC3=CC(=C(C=C23)[N+](=O)[O-])O)C=CC1)F